9-(3,5-bis(3-(9H-carbazol-9-yl)phenoxy)phenyl)-N3,N3,N6,N6-tetraphenyl-9H-carbazole-3,6-diamine C1=CC=CC=2C3=CC=CC=C3N(C12)C=1C=C(OC=2C=C(C=C(C2)OC2=CC(=CC=C2)N2C3=CC=CC=C3C=3C=CC=CC23)N2C3=CC=C(C=C3C=3C=C(C=CC23)N(C2=CC=CC=C2)C2=CC=CC=C2)N(C2=CC=CC=C2)C2=CC=CC=C2)C=CC1